BrC1=CC=C(C=C1)OS(=O)(=O)[O-].C(C)(C)(C)C1=CC=C(C=C1)[S+](C1=CC=C(C=C1)C(C)(C)C)C1=CC=C(C=C1)C(C)(C)C Tris(4-tert-butylphenyl)sulfonium 4-bromophenyl-sulfate